FC=1C=C(C=C(C1)C)NC1=C(C(=O)N)C=C(C=N1)NC1=C(C=C(C=C1)OC)C 2-((3-fluoro-5-methylphenyl)amino)-5-((4-methoxy-2-methylphenyl)amino)nicotinamide